2-[6-(4-fluorophenyl)-4-[(6-methylpyridazin-3-yl)methylamino]quinazolin-8-yl]oxy-N-methoxy-N-methyl-acetamide FC1=CC=C(C=C1)C=1C=C2C(=NC=NC2=C(C1)OCC(=O)N(C)OC)NCC=1N=NC(=CC1)C